COC=1C=C(CN(C(=O)OCCOCCOC(=O)C2=NC(=CC=C2)C(=O)OCCOCCOC(=O)N(CC2=CC(=CC=C2)OC)CC2=CC(=CC=C2)OC)CC2=CC(=CC=C2)OC)C=CC1 bis(2-{bis[3-methoxybenzyl]aminocarbonyloxyethoxy} ethyl)2,6-pyridinedicarboxylate